bis(4-methylphenyl)-sulfonium bis[tetrakis(pentafluorophenyl)borate] FC1=C(C(=C(C(=C1[B-](C1=C(C(=C(C(=C1F)F)F)F)F)(C1=C(C(=C(C(=C1F)F)F)F)F)C1=C(C(=C(C(=C1F)F)F)F)F)F)F)F)F.FC1=C(C(=C(C(=C1[B-](C1=C(C(=C(C(=C1F)F)F)F)F)(C1=C(C(=C(C(=C1F)F)F)F)F)C1=C(C(=C(C(=C1F)F)F)F)F)F)F)F)F.CC1=CC=C(C=C1)[SH+]C1=CC=C(C=C1)C.CC1=CC=C(C=C1)[SH+]C1=CC=C(C=C1)C